3-{4-[1-(2,6-dioxopiperidin-3-yl)-3-methyl-2-oxo-1,3-benzodiazol-4-yl]piperazin-1-yl}azetidine-1-carboxylic acid tert-butyl ester C(C)(C)(C)OC(=O)N1CC(C1)N1CCN(CC1)C1=CC=CC=2N(C(N(C21)C)=O)C2C(NC(CC2)=O)=O